(R)-3-(6-chloro-2-(3,3-dimethylmorpholine-4-carbonyl)-1,2,3,4-tetrahydroisoquinolin-8-yl)morpholine-4-carboxylic acid Tert-butyl ester C(C)(C)(C)OC(=O)N1[C@@H](COCC1)C=1C=C(C=C2CCN(CC12)C(=O)N1C(COCC1)(C)C)Cl